1,8(2H,5H)-acridinedione C1(CC=CC2=NC=3CC=CC(C3C=C12)=O)=O